(2S)-2-[(5-methoxy-1-methylindol-2-carbonyl)amino]-3-phenylpropanoic acid COC=1C=C2C=C(N(C2=CC1)C)C(=O)N[C@H](C(=O)O)CC1=CC=CC=C1